[1,3]dioxin-4-carbonitrile O1COC(C=C1)C#N